(S)-3-(Benzyloxy)-N-(3-(2-((2-fluoro-3-(methylsulfonyl)phenyl)amino)-5-methylpyrimidin-4-yl)-1H-indol-7-yl)-2-(4-methylpiperazin-1-yl)propanamid C(C1=CC=CC=C1)OC[C@@H](C(=O)NC=1C=CC=C2C(=CNC12)C1=NC(=NC=C1C)NC1=C(C(=CC=C1)S(=O)(=O)C)F)N1CCN(CC1)C